15-Hydroxy-heptadecanoic acid OC(CCCCCCCCCCCCCC(=O)O)CC